OC(C)(C)C1=C(C=CC=C1)C=1C(=CC=CC1)O 2'-(2-hydroxypropan-2-yl)-[1,1'-biphenyl]-2-ol